C(CCCCC(=O)OCCOCCCC)(=O)OCCOCCCC Bis(2-butoxyethyl) Adipate